CS(=O)(=O)C1=CC=C(C=C1)C(C(=O)OC)COC methyl 2-(4-(methylsulfonyl) phenyl)-3-methoxypropionate